FC(C(=O)O)(F)F.NCC(=O)NC1CCN(CC1)C1=NC(=C(C(=C1C#N)CC)C#N)SC(C(=O)N)C1=CC=CC=C1 2-amino-N-(1-(6-((2-amino-2-oxo-1-phenylethyl)thio)-3,5-dicyano-4-ethylpyridin-2-yl)piperidin-4-yl)acetamide 2,2,2-trifluoroacetate